ClC=1C(=NC(=NC1)NC=1C=C(C=CC1)NC(C1=CC=C(C=C1)NC(\C=C\CN(C)C)=O)=O)C1=CNC2=CC=CC=C12 (E)-N-(3-(5-chloro-4-(1H-indol-3-yl)pyrimidin-2-ylamino)phenyl)-4-(4-(dimethylamino)but-2-enamido)benzamide